N-[(1S)-1-(3,4-difluorophenyl)ethyl]-2-(1-oxo-6,7-dihydro-5H-cyclopenta[c]pyridin-2-yl)acetamide FC=1C=C(C=CC1F)[C@H](C)NC(CN1C(C2=C(C=C1)CCC2)=O)=O